COC=1C=C(C=CC1)C1=NC2=CC=CC=C2C(N1)=O 2-(3-methoxyphenyl)quinazolin-4(3H)-one